5-[1-(3,4-dimethoxy-benzoyl)-1,2,3,4-tetrahydro-quinolin-6-yl]-6-methyl-3,6-dihydro-[1,3,4]thiadiazin-2-one COC=1C=C(C(=O)N2CCCC3=CC(=CC=C23)C2=NNC(SC2C)=O)C=CC1OC